ClC1=C(OCC2=CC=C(O2)CC2CCN(CC2)CC2=NC3=C(N2C[C@H]2OCC2)C=C(C=C3)C(=O)O)C=CC(=C1)Cl (S)-2-((4-((5-((2,4-Dichlorophenoxy)methyl)furan-2-yl)methyl)piperidin-1-yl)methyl)-1-(oxetan-2-ylmethyl)-1H-benzo[d]imidazole-6-carboxylic acid